C(C=C)N1N(C2=NC(=NC=C2C1=O)NC1=CC=C(C=C1)N1CCN(CC1)C(=O)OC(C)(C)C)C1=NC(=CC=C1)C(C)(C)O tert-Butyl 4-[4-({2-allyl-1-[6-(1-hydroxy-1-methylethyl)pyridin-2-yl]-3-oxo-2,3-dihydro-1H-pyrazolo[3,4-d]pyrimidin-6-yl}amino)phenyl]piperazine-1-carboxylate